OC(C(O)(O)O)NCCN N'-tetrahydroxyethyl-ethylenediamine